CC1=C(C2=C(S1)C(=CC=C2)C)CCNC2=CC(=NC=N2)C2=CC(=C(C=C2)[C@H](C(=O)O)C)OCC |r| rac-2-(4-{6-[2-(2,7-Dimethyl-benzo[b]thiophen-3-yl)-ethylamino]-pyrimidin-4-yl}-2-ethoxy-phenyl)-propionic acid